(R)-3-(tert-butyl)-N-(1-(4-(6-((4-methoxy-5-(piperazin-1-yl)pyridin-2-yl)amino)pyrimidin-4-yl)-2-methylphenyl)ethyl)-1,2,4-oxadiazole-5-carboxamide hydrochloride Cl.C(C)(C)(C)C1=NOC(=N1)C(=O)N[C@H](C)C1=C(C=C(C=C1)C1=NC=NC(=C1)NC1=NC=C(C(=C1)OC)N1CCNCC1)C